C(#N)C=1C(=C(C=CC1)NCC1=C(C=CC=C1)NC(OC(C)(C)C)=O)F tert-butyl (2-(((3-cyano-2-fluorophenyl)amino)methyl)phenyl)-carbamate